Kalium-Aluminium Sulfat S(=O)(=O)([O-])[O-].[Al+3].[K+].S(=O)(=O)([O-])[O-]